propyl 3-methylhexanoate CC(CC(=O)OCCC)CCC